FC=1C=C2C(=NC1N1[C@H](COCC1)C)OCC[C@H]2N2C[C@H](NCC2)C2=C(C=CC=C2)OC(C)C (3S)-4-[(4R)-6-fluoro-4-[(3R)-3-(2-isopropoxyphenyl)piperazin-1-yl]-2H,3H,4H-pyrano[2,3-b]pyridin-7-yl]-3-methylmorpholine